1-(tert-butoxycarbonyl)-2-(7-bromo-3-ethylsulfanyl-quinolin-2-yl)-6-trifluoromethyl-1H-pyrrolo[3,2-b]pyridine C(C)(C)(C)OC(=O)N1C(=CC2=NC=C(C=C21)C(F)(F)F)C2=NC1=CC(=CC=C1C=C2SCC)Br